6-(4-fluorobenzyl)-4-hydroxypyridazin-3(2H)-one FC1=CC=C(CC=2C=C(C(NN2)=O)O)C=C1